3-(benzyloxy)-2-chloro-5-((2,3-dichloropyridin-4-yl)thio)pyrazine tert-butyl-(2-fluoro-4-formylphenyl)carbamate C(C)(C)(C)N(C(O)=O)C1=C(C=C(C=C1)C=O)F.C(C1=CC=CC=C1)OC=1C(=NC=C(N1)SC1=C(C(=NC=C1)Cl)Cl)Cl